N4-((6-cyclopropylimidazo[1,2-a]pyridin-2-yl)methyl)pyridine-2,4-diamine C1(CC1)C=1C=CC=2N(C1)C=C(N2)CNC2=CC(=NC=C2)N